disodium-sodium citrate C(CC(O)(C(=O)[O-])CC(=O)[O-])(=O)[O-].[Na+].[Na+].[Na+]